2-acrylamido-methyl-propanesulfonic acid C(C=C)(=O)NC(C(S(=O)(=O)O)C)C